C1(CC1)C(C=1C=C(C(=O)NC(C)C2=NC=CN=C2C2=NC=C(C=N2)C2CC2)C=C(C1)C(F)(F)F)(F)F 3-[cyclopropyl(difluoro)methyl]-N-[1-[3-(5-cyclopropylpyrimidin-2-yl)pyrazin-2-yl]ethyl]-5-(trifluoromethyl)benzamide